C(#N)C1=CC=C(OC2=CC=C(C=C2)NC(C2=C(C=CC=C2)F)=O)C=C1 N-(4-(4-cyanophenoxy)phenyl)-2-fluorobenzamide